methyl 7-chloroimidazo[1,2-a]pyridine-8-carboxylate ClC1=C(C=2N(C=C1)C=CN2)C(=O)OC